[Na+].C1(=CC=CC=C1)C=1C2=CC=CC=C2C(=C2C=CC=C(C12)CCC(=O)[O-])C1=CC=CC=C1 9,10-diphenylanthracenepropionic acid sodium salt